C(CCC)[NH+]1CCCCC1 N-butylpiperidinium